4-(3-(Dimethylamino)propoxy)benzene-1-sulfonyl chloride CN(CCCOC1=CC=C(C=C1)S(=O)(=O)Cl)C